NC(=O)C=1C=C2C=CC(=CC2=CC1)C(=O)OC methyl 6-(aminocarbonyl)-2-naphthoate